(4-(4-chloro-3-methylphenyl)piperidin-4-yl)-4-(trifluoromethoxy)benzenesulfonamide ClC1=C(C=C(C=C1)C1(CCNCC1)C1=C(C=CC(=C1)OC(F)(F)F)S(=O)(=O)N)C